(R)-3-amino-4-(2,4,5-trifluoro-phenyl)-butyric acid isopropyl ester C(C)(C)OC(C[C@@H](CC1=C(C=C(C(=C1)F)F)F)N)=O